C(CCCCCCCC)(=O)OC1CCC2(C3CCC4(C(CCC4C3CC=C2C1)C(C)CCCCCC)C)C 10,13-dimethyl-17-(octane-2-yl)-2,3,4,7,8,9,10,11,12,13,14,15,16,17-tetradecahydro-1H-cyclopenta[a]phenanthren-3-yl nonanoate